C1(CC1)CNC1=C2C(=NC=3C=C(C(=CC13)OC)CCCCN1CC3(COC3)C1)CCC2 N-(cyclopropylmethyl)-7-methoxy-6-(4-{2-oxa-6-azaspiro[3.3]heptan-6-yl}butyl)-1H,2H,3H-cyclopenta[b]quinolin-9-amine